(3,4-difluorophenyl)-N-(2-(dimethylamino)ethyl)-5-(2-nitrophenyl)oxazole-4-carboxamide FC=1C=C(C=CC1F)C=1OC(=C(N1)C(=O)NCCN(C)C)C1=C(C=CC=C1)[N+](=O)[O-]